methoxycinnoline-6-carboxamide COC=1N=NC2=CC=C(C=C2C1)C(=O)N